2,2-diethyldecanoic acid C(C)C(C(=O)O)(CCCCCCCC)CC